BrC=1C(=NN(C1C=1C=NC=C(C1)F)C1=C(C=CC(=C1)F)F)O 4-bromo-1-(2,5-difluorophenyl)-5-(5-fluoropyridin-3-yl)-1H-pyrazole-3-ol